4',4'-dicyclohexylbiphenyl C1(CCCCC1)C1(CC=C(C=C1)C1=CC=CC=C1)C1CCCCC1